[Ag].[La].OC1=C(C(=O)N(C2=CC(=C(C(=C2)OC)OC)OC)C)C=C(C(=C1)O)C(C)C 2,4-dihydroxy-5-isopropyl-N-methyl-N-(3,4,5-trimethoxyphenyl)benzamide lanthanum-silver